1-((1S,4S)-5-(4-((3-chloro-4-(difluoromethoxy)-2-fluorophenyl)amino)-7-fluoroquinazolin-6-yl)-2,5-diazabicyclo[2.2.1]heptan-2-yl)prop-2-en-1-one ClC=1C(=C(C=CC1OC(F)F)NC1=NC=NC2=CC(=C(C=C12)N1[C@@H]2CN([C@H](C1)C2)C(C=C)=O)F)F